ClC=1C(=NC=C(C1)Cl)N1CCN(CC1)C(=O)C=1C=C(C(=NC1C(F)(F)F)O)C#N 5-[4-(3,5-dichloro-2-pyridyl)piperazine-1-carbonyl]-2-hydroxy-6-(trifluoromethyl)-pyridine-3-carbonitrile